C(C)(C)(C)OC(=O)N1C(CCC(=CC1)C1=C(C(=CC=2CCOC21)N)F)C 5-(5-amino-6-fluoro-2,3-dihydrobenzofuran-7-yl)-2-methyl-2,3,4,7-tetrahydroazepine-1-carboxylic acid tert-butyl ester